2,2,6,6-tetramethyldiphenylpiperazine CC1(NC(C(NC1C1=CC=CC=C1)C1=CC=CC=C1)(C)C)C